CC=1C=2N(C=C(C1)C1=C(C(=NN1)C=1SC(=CN1)C1CCN(CC1)C1CCOCC1)CC(F)(F)F)N=CN2 2-(5-(8-methyl-[1,2,4]triazolo[1,5-a]pyridin-6-yl)-4-(2,2,2-trifluoroethyl)-1H-pyrazol-3-yl)-5-(1-(tetrahydro-2H-pyran-4-yl)piperidin-4-yl)thiazole